C(C1=CC=CC=C1)OCC1=C2C=CC=NC2=C(C=C1)O 5-[(Benzyloxy)methyl]quinolin-8-ol